C(CCCCCCC)(=O)[O-].C(CCCCCCC)(=O)[O-].[Sn+].[Sn+] tin (i) dioctanoate